zirconium dimethoxide C[O-].C[O-].[Zr+2]